3-ethynylpyridine-2,6-diamine C(#C)C=1C(=NC(=CC1)N)N